(1S,3R)-3-{3-[(phenylacetyl)amino]-1H-pyrazol-5-yl}cyclopentyl(cis-4-hydroxy-4-methylcyclohexyl)carbamate C1(=CC=CC=C1)CC(=O)NC1=NNC(=C1)[C@H]1C[C@H](CC1)N(C([O-])=O)C1CCC(CC1)(C)O